(E)-3-[3-(fluoranylmethoxy)-4-methoxy-phenyl]prop-2-enoyl chloride FCOC=1C=C(C=CC1OC)/C=C/C(=O)Cl